5'-cytidylic acid disodium [Na].[Na].[C@@H]1([C@H](O)[C@H](O)[C@@H](COP(=O)(O)O)O1)N1C(=O)N=C(N)C=C1